C(C)(C)(C)OC(=O)N(CCOC)CC=1C=C(C=CC1)S(=O)(=O)N1C=C(C=C1C1=C(C=CC=C1)F)CN(C(OC(C)(C)C)=O)C tert-butyl N-({1-[3-({[(tert-butoxy) carbonyl] (2-methoxyethyl) amino} methyl) benzenesulfonyl]-5-(2-fluorophenyl)-1H-pyrrol-3-yl} methyl)-N-methylcarbamate